3-Bromo-2-cyanopyridin-5-yl 4,6-di-O-acetyl-3-deoxy-3-[4-(4-chloro-thiazol-2-yl)-1H-1,2,3-triazol-1-yl]-2-O-methyl-1-thio-α-D-galactopyranoside C(C)(=O)O[C@@H]1[C@@H]([C@H]([C@@H](SC=2C=C(C(=NC2)C#N)Br)O[C@@H]1COC(C)=O)OC)N1N=NC(=C1)C=1SC=C(N1)Cl